OC1=C(C=C(C=C1)C(=O)O)C(=O)O 4-hydroxy-1,3-benzenedicarboxylic acid